FC(/C(=C(/C(C(F)(F)F)(C(F)(F)F)F)\F)/F)(F)F E-perfluoro(4-methyl-2-pentene)